2'-trifluoromethyl-uridine FC([C@@]1([C@@H](O[C@@H]([C@H]1O)CO)N1C(=O)NC(=O)C=C1)O)(F)F